methyl 3-(9-((4-(((tert-butoxycarbonyl)amino)methyl)-2,6-dimethylphenyl)carbamoyl)-4,5-dihydrobenzo[b]thieno[2,3-d]oxepin-8-yl)-6-((1-(methoxycarbonyl)cyclohexyl)carbamoyl)picolinate C(C)(C)(C)OC(=O)NCC1=CC(=C(C(=C1)C)NC(=O)C1=CC2=C(OCCC3=C2SC=C3)C=C1C=1C(=NC(=CC1)C(NC1(CCCCC1)C(=O)OC)=O)C(=O)OC)C